FC=1C=C(C=C2C(NCC12)=O)C[C@@H]1CC[C@H](CC1)C(=O)OC methyl trans-4-[(7-fluoro-3-oxo-isoindolin-5-yl)methyl]cyclohexanecarboxylate